4-propargylthiomorpholine-1,1-dioxide C(C#C)N1CCS(CC1)(=O)=O